FC1=C(C=O)C=CC(=C1O)O 2-FLUORO-3,4-DIHYDROXY-BENZALDEHYDE